ClC1=CC=2C3=C(C(=NC2C(=C1C=1C=CC(=C2C=CC=NC12)F)F)N1CC(C1)N(C)C)C=NN3[C@@H]3C[C@H](NCC3)CC#N ((2S,4S)-4-(8-chloro-4-(3-(dimethylamino)azetidin-1-yl)-6-fluoro-7-(5-fluoroquinolin-8-yl)-1H-pyrazolo[4,3-c]quinolin-1-yl)piperidin-2-yl)acetonitrile